6-(4-Chloro-3-propoxyphenyl)-2-[(2R,5S)-2,5-dimethylpyrrolidin-1-yl]-N-(1H-pyrazol-5-ylsulfonyl)pyridin-3-carboxamid ClC1=C(C=C(C=C1)C1=CC=C(C(=N1)N1[C@@H](CC[C@@H]1C)C)C(=O)NS(=O)(=O)C1=CC=NN1)OCCC